3-ethylsulfanyl-pyridine-2-carboxylate C(C)SC=1C(=NC=CC1)C(=O)[O-]